C(C)(CC)C1=C(C(=C2C=NC(=NN21)N[C@H]2[C@@H](CN(CC2)S(=O)(=O)C)F)F)C#N 7-(sec-butyl)-5-fluoro-2-(((3R,4R)-3-fluoro-1-(methylsulfonyl)piperidin-4-yl)amino)pyrrolo[2,1-f][1,2,4]triazine-6-carbonitrile